C1(=CC=C2C=CC=C3C4=CC=CC5=CC=CC(C1=C23)=C45)C(=O)[O-] peryleneAt